C(C=C)(=O)N1[C@H](CN(CC1)C1=CC(=NC2=CC(=CN=C12)C1=CC=CC2=CC=CC(=C12)Cl)OC[C@H]1N(CCC1)C)CC#N 2-((S)-1-Acryloyl-4-(7-(8-chloronaphthalen-1-yl)-2-(((S)-1-methylpyrrolidin-2-yl)methoxy)-1,5-naphthyridin-4-yl)piperazin-2-yl)acetonitrile